4-(4-(furan-2-carbonyl)piperazin-1-yl)pyrrolidin-2-one O1C(=CC=C1)C(=O)N1CCN(CC1)C1CC(NC1)=O